4-Ethynylpiperidine-1-carboxylic acid tert-butyl ester C(C)(C)(C)OC(=O)N1CCC(CC1)C#C